Cl.NC1=NC(=CC(=N1)C1=CC[C@@]2(C[C@@H](NC2)C(=O)O)CC1)O[C@@H](C(F)(F)F)C1=C(C=C(C=C1)Cl)C=1COCCC1 (3R,5R)-8-(2-amino-6-((R)-1-(4-chloro-2-(5,6-dihydro-2H-pyran-3-yl)phenyl)-2,2,2-trifluoroethoxy)pyrimidin-4-yl)-2-azaspiro[4.5]dec-7-ene-3-carboxylic acid hydrochloride